C1=C(C=CC2=CC=CC=C12)C(=O)NC1=C(C=C(C=C1)Br)C(N[C@H](C(NCCN/C(/NCCNC(OC(C)(C)C)=O)=N/C1=CC=CC=C1)=O)CC1=CC=CC=C1)=O tert-butyl (S,Z)-(1-(2-(2-naphthamido)-5-bromophenyl)-3-benzyl-1,4-dioxo-9-(phenylimino)-2,5,8,10-tetraazadodecan-12-yl)carbamate